ClC1([C@H]([C@@H]1C1=CC(=CC=C1)S(F)(F)(F)(F)F)C(=O)O)Cl trans-2,2-dichloro-3-(3-(perfluoro-lambda6-sulfanyl)phenyl)cyclopropane-1-carboxylic acid